2-oxo-decane O=C(C)CCCCCCCC